C(#N)C=1C(=NC2=CC(=C(C=C2C1NC1CCOCC1)NC(C)=O)OCC)CC N-(3-cyano-7-ethoxy-2-ethyl-4-((tetrahydro-2H-pyran-4-yl)amino)quinolin-6-yl)acetamide